ClCC(=O)O monochloroACETIC ACID